ClC=1C=C(C=CC1F)S(=O)(=O)N1CCC(CC1)C(=O)NC=1SC2=C(N1)C(=CC(=C2)C)C 1-((3-Chloro-4-fluorophenyl)sulfonyl)-N-(4,6-dimethylbenzo[d]thiazol-2-yl)piperidine-4-carboxamide